[4,4-diethyl-1-[[3-[[(1R,2R)-2-hydroxyindan-1-yl]carbamoyl]phenyl]-(4-methylsulfonylphenyl)methyl]-6-oxo-hexahydropyrimidin-2-ylidene]ammonium C(C)C1(NC(N(C(C1)=O)C(C1=CC=C(C=C1)S(=O)(=O)C)C1=CC(=CC=C1)C(N[C@H]1[C@@H](CC2=CC=CC=C12)O)=O)=[NH2+])CC